Cl.C(C)(C)(C)OC methyl tertiary butyl ether hydrochloride